BrC1=CN(C(C2=CN=CC=C12)=O)CCCCCC 4-bromo-2-hexyl-2,7-naphthyridin-1(2H)-one